Cl.NCC(C)(C)NC(C1=C(C=C(C=C1)NC=1C=2N(C=CN1)C(=CN2)C2=C(C(=C(C=C2)OC)F)F)CC)=O N-(1-amino-2-methylpropan-2-yl)-4-((3-(2,3-difluoro-4-methoxy-phenyl)imidazo[1,2-a]pyrazin-8-yl)amino)-2-ethylbenzamide hydrochloride